N1C=CC2=CC(=CC=C12)C(=O)N1CC=2C(CC1)=C(N(N2)C)C2=CC=CC=C2 (1H-indol-5-yl)(2-methyl-3-phenyl-2,4,5,7-tetrahydro-6H-pyrazolo[3,4-c]pyridin-6-yl)methanone